7-methyl-6,7,8,9-tetrahydro-1H-pyrrolo[3,4-H]isoquinoline-1,3(2H)-dione CC1NCC=2C3=C(C=CC2C1)C(NC3=O)=O